2-(2-((1-acetyl-3-oxoindolin-2-ylidene)methyl)phenoxy)acetamide C(C)(=O)N1C(C(C2=CC=CC=C12)=O)=CC1=C(OCC(=O)N)C=CC=C1